NC(C(=O)O)CC=O 2-AMINO-4-OXOBUTANOIC ACID